n-octyl-aluminum oxide [O-2].C(CCCCCCC)[Al+2]